C(CC(=O)OCCCCCC)(=O)OCCCCCC Dihexyl malonate